C(C)(C)(C)OC(=O)N1C(CCC1)C=1C=NC(=CC1)NC1=NC=C(C(=N1)C1=C(C2=C(C3(N(C2=O)C)CC3)S1)C)F [6-[[4-(3',5'-dimethyl-4'-oxospiro[cyclopropane-1,6'-thieno[2,3-c]pyrrole]-2'-yl)-5-fluoropyrimidin-2-yl]amino]pyridin-3-yl]pyrrolidine-1-carboxylic acid tert-butyl ester